Cl.O=C1NC(CCC1N1C(C2=CC=CC(=C2C1=O)N1CCC(CC1)N1CCNCC1)=O)=O 2-(2,6-Dioxopiperidin-3-yl)-4-(4-(piperazin-1-yl)piperidin-1-yl)isoindoline-1,3-dione hydrochloride